BrC=1C(=NN(C1NC(=O)N[C@@H]1CN(C[C@H]1C1=CC(=CC(=C1)F)F)CCOC)C1=CC=CC=C1)OC[C@@H](C)O 1-(4-bromo-3-((R)-2-hydroxypropoxy)-1-phenyl-1H-pyrazol-5-yl)-3-((3s,4R)-4-(3,5-difluorophenyl)-1-(2-methoxyethyl)pyrrolidin-3-yl)urea